(S)-4-((3-(3-isopropoxy-6-(trifluoromethyl)pyridin-2-yl)-4-oxo-3,4-dihydroquinazolin-2-yl)methyl)-3-methylpiperazine-1-carboxylic acid tert-butyl ester C(C)(C)(C)OC(=O)N1C[C@@H](N(CC1)CC1=NC2=CC=CC=C2C(N1C1=NC(=CC=C1OC(C)C)C(F)(F)F)=O)C